C(#N)C1(CC(C1)F)C(=O)N1CC2(CC2)[C@@H]([C@@H]1CC=1C(=C(C=C(C1)F)C1=CC=CC=C1)F)NS(=O)(=O)CF N-((6S,7S)-5-((1r,3S)-1-cyano-3-fluorocyclobutane-1-carbonyl)-6-((2,5-difluoro-[1,1'-biphenyl]-3-yl)methyl)-5-azaspiro[2.4]heptan-7-yl)-1-fluoromethanesulfonamide